benzyl (S)-3-((2-bromophenoxy)methyl)morpholine-4-carboxylate BrC1=C(OC[C@H]2N(CCOC2)C(=O)OCC2=CC=CC=C2)C=CC=C1